6-(3-methyl-4-oxo-3,4-dihydrophthalazin-1-yl)-3,4-dihydroisoquinoline-2(1H)-carboxylic acid tert-butyl ester C(C)(C)(C)OC(=O)N1CC2=CC=C(C=C2CC1)C1=NN(C(C2=CC=CC=C12)=O)C